NCC=1C=C2CCCC2=CC1 5-aminomethyl-indan